1-(4-(4,4,5,5-tetramethyl-1,3,2-dioxaborolan-2-yl)benzyl)piperidin-3-ol CC1(OB(OC1(C)C)C1=CC=C(CN2CC(CCC2)O)C=C1)C